2-ethoxy-5-isobutyrylamino-N-(1-(3-(pyridin-2-yl)phenyl)ethyl)benzamide C(C)OC1=C(C(=O)NC(C)C2=CC(=CC=C2)C2=NC=CC=C2)C=C(C=C1)NC(C(C)C)=O